fluoro-7-(8-fluoronaphthalen-1-yl)-N-(1H-indazol-6-yl)-2-((tetrahydro-1H-pyrrolizin-7a(5H)-yl)methoxy)pyrido[4,3-d]pyrimidin-4-amine FC1=NC(=CC=2N=C(N=C(C21)NC2=CC=C1C=NNC1=C2)OCC21CCCN1CCC2)C2=CC=CC1=CC=CC(=C21)F